N1=C(C=CC(=C1)C1=CC=2C3=CC=CC=C3C3=CC(=CC=C3C2C=C1)C=1C=CC(=NC1)C1=NC=CC=C1)C1=NC=CC=C1 2,7-bis(2,2'-bipyridyl-5-yl)triphenylene